N-(1-((1r,2s)-2-fluorocyclopropyl)-2-oxo-1,2-dihydropyridin-3-yl)-7-isopropoxy-2-(1-(methoxymethyl)-2-oxabicyclo[2.1.1]hex-4-yl)imidazo[1,2-a]pyrimidine-6-carboxamide F[C@@H]1[C@@H](C1)N1C(C(=CC=C1)NC(=O)C=1C(=NC=2N(C1)C=C(N2)C21COC(C2)(C1)COC)OC(C)C)=O